C(CC)OC(CBr)OC1C=CCC1(C)C bromoacetaldehyde 5,5-dimethyl-2-cyclopentenyl n-propyl acetal